(S)-N-(3-((4-aminothieno[2,3-d]pyrimidin-5-yl)ethynyl)phenyl)-3-phenylisoxazolidin-2-carboxamide NC=1C2=C(N=CN1)SC=C2C#CC=2C=C(C=CC2)NC(=O)N2OCC[C@H]2C2=CC=CC=C2